2,6-dimethoxy-N-Bocaniline COC1=C(NC(=O)OC(C)(C)C)C(=CC=C1)OC